ClC1=C(C(=CC=C1)Cl)N1C=2N(C3=C(C1=O)C=NC(=N3)S(=O)(=O)C)CCN2 6-(2,6-dichlorophenyl)-2-(methylsulfonyl)-8,9-dihydroimidazo[1,2-a]pyrimido[5,4-e]pyrimidin-5(6H)-one